2-methoxy-5,6,7,8,9,10-hexahydropyrido[3',2':4,5]pyrrolo[2,3-d]azepine COC=1C=CC2=C(NC=3CCNCCC32)N1